6-(2-fluorophenyl)pyrimidin FC1=C(C=CC=C1)C1=CC=NC=N1